6-fluoro-7-(8-methyl-2,3-dihydro-1H-pyrido[2,3-b][1,4]oxazin-7-yl)-N~2~-[1-(propan-2-yl)-1H-pyrazol-4-yl]quinazoline-2,5-diamine FC1=C(C=2C=NC(=NC2C=C1C1=C(C2=C(OCCN2)N=C1)C)NC=1C=NN(C1)C(C)C)N